FC=1C=C(C=CC1C=1C=NN(C1)[C@H]1C(NCC1)=O)NC(CC1=CC(=CC=C1)C(F)(F)F)=O (R)-N-(3-fluoro-4-(1-(2-oxopyrrolidin-3-yl)-1H-pyrazol-4-yl)phenyl)-2-(3-(trifluoromethyl)phenyl)acetamide